(e)-t-butoxycarbonyl-lysine C(C)(C)(C)OC(=O)N[C@@H](CCCCN)C(=O)O